N-(cyclopropylmethyl)-1H-pyrrole-3-carboxamide C1(CC1)CNC(=O)C1=CNC=C1